ethyl-pyrazolidinecarboxamide C(C)N1N(CCC1)C(=O)N